tert-butyl 3-[5-[[4-cyano-1-(2-trimethylsilylethoxymethyl)imidazole-2-carbonyl]amino]-6-(4,4-dimethylcyclohexen-1-yl)-2-pyridyl]-3,9-diazabicyclo[3.3.1]nonane-9-carboxylate C(#N)C=1N=C(N(C1)COCC[Si](C)(C)C)C(=O)NC=1C=CC(=NC1C1=CCC(CC1)(C)C)N1CC2CCCC(C1)N2C(=O)OC(C)(C)C